C1(CC1)C1=NNC2=CC=C(C=C12)C=1C=CC2=C(C=3CN(C(C3C=C2)=O)CC(C(=O)N)=C)C1 2-{[8-(3-cyclopropyl-1H-indazol-5-yl)-3-oxo-1H,2H,3H-benzo[e]isoindol-2-yl]methyl}prop-2-enamide